CC1(OB(OC1(C)C)C=1C=CC(=NC1)C1=CCC2(CCN(C2)C(=O)OC(C)(C)C)CC1)C tert-butyl 8-[5-(4,4,5,5-tetramethyl-1,3,2-dioxaborolan-2-yl)-2-pyridyl]-2-azaspiro[4.5]dec-7-ene-2-carboxylate